methyl 3-(9-((4-(((tert-butoxycarbonyl)amino)methyl)-2,6-dimethylphenyl)carbamoyl)-4,5-dihydrobenzo[b]thieno[2,3-d]oxepin-8-yl)-6-((3-chloro-2-fluorophenyl)carbamoyl)picolinate C(C)(C)(C)OC(=O)NCC1=CC(=C(C(=C1)C)NC(=O)C1=CC2=C(OCCC3=C2SC=C3)C=C1C=1C(=NC(=CC1)C(NC1=C(C(=CC=C1)Cl)F)=O)C(=O)OC)C